tert-butyl (2s,r)-2-((6-chloropyridin-2-yl) carbamoyl)-4-fluoro-4-methylpyrrolidine-1-carboxylate ClC1=CC=CC(=N1)NC(=O)[C@H]1N(C[C@](C1)(C)F)C(=O)OC(C)(C)C